3,7-dimethylocta-1,6-dien-3-yl propanoate (Linalyl Propionate) C(C)(C=C)(CCC=C(C)C)C(C(=O)O)C.C(CC)(=O)OC(C=C)(CCC=C(C)C)C